C(CCC)O.C(CCC)O.C(CCC)O.C(CCC)O.[Ti] titanium tetrakis(n-butanol)